2-(6-(4-(CYCLOPROPYLAMINO)-3-ISOPROPYL-3H-IMIDAZO[4,5-C]PYRIDIN-6-YL)-2-OXO-1-((1s,3s)-3-(PIPERIDIN-1-YL)CYCLOBUTYL)SPIRO[INDOLINE-3,4'-PIPERIDIN]-1'-YL)PROPANOIC ACID C1(CC1)NC1=NC(=CC2=C1N(C=N2)C(C)C)C2=CC=C1C(=C2)N(C(C12CCN(CC2)C(C(=O)O)C)=O)C2CC(C2)N2CCCCC2